6-nitro-3-nitro-chromane [N+](=O)([O-])C=1C=C2CC(COC2=CC1)[N+](=O)[O-]